IC1=CC=C(C=C1)I p-Diiodobenzol